BrC1=C2CC[C@@H](C2=CC=C1)N (S)-4-bromo-2,3-dihydro-1H-indene-1-amine